adamantan-1-carboxylic acid (4-fluoro-3-methoxyphenyl)amide FC1=C(C=C(C=C1)NC(=O)C12CC3CC(CC(C1)C3)C2)OC